FC(OC1=CC=C(C=C1)C=1OC(=C(N1)C(=O)OCC)C)F ethyl 2-(4-(difluoromethoxy) phenyl)-5-methyloxazole-4-carboxylate